3-((1-(4-(2-(2-aminopyridin-3-yl)-5-phenyl-3H-imidazo[4,5-b]pyridin-3-yl)benzyl)piperidin-4-yl)amino)-4-(methoxy-d3)cyclobut-3-ene-1,2-dione NC1=NC=CC=C1C1=NC=2C(=NC(=CC2)C2=CC=CC=C2)N1C1=CC=C(CN2CCC(CC2)NC=2C(C(C2OC([2H])([2H])[2H])=O)=O)C=C1